ClC=1C=CC2=C(NC(=N2)C(C)[C@@H]2CC[C@H](CC2)C2=CC(=NC=C2)C(F)(F)F)C1 trans-6-chloro-2-(1-(4-(2-(trifluoromethyl)pyridin-4-yl)cyclohexyl)ethyl)-1H-benzo[d]imidazole